C1(=CC=CC=C1)C(C)NCCC(=O)OCC ethyl 3-((1-phenylethyl)amino)propanoate